CC1(CN(C1)CC(=O)NC=1N=CC2=CC=C(C=C2C1)C1=CN=CS1)C 2-(3,3-dimethylazetidin-1-yl)-N-(6-(thiazol-5-yl)isoquinolin-3-yl)acetamide